N1C(=NC2=C1C=CC=C2)CCC(=O)O 3-(1H-benzo[d]imidazol-2-yl)propanoic acid